N-(1-(difluoromethyl)-2-oxo-1,2-dihydropyridin-3-yl)-7-(3,3-dimethylcyclobutoxy)-2-(1-methyl-2-oxabicyclo[2.1.1]hexan-4-yl)imidazo[1,2-a]pyridine-6-carboxamide FC(N1C(C(=CC=C1)NC(=O)C=1C(=CC=2N(C1)C=C(N2)C21COC(C2)(C1)C)OC1CC(C1)(C)C)=O)F